CC1=CC=C(C=C1)S(=O)(=O)O.CCC#C 3-butyn p-toluenesulfonate